[Na+].[Na+].C1(=CC=CC=C1)OP([O-])([O-])=O Phenyl-phosphoric acid, disodium salt